1,3-dihydrothiazole S1CNC=C1